C(#N)C=1C=CC(=NC1)C1(CCN(CC1)C(=O)OC(C)(C)C)O tert-butyl 4-(5-cyanopyridin-2-yl)-4-hydroxypiperidine-1-carboxylate